5,6-diamino-2-hydroxybenzimidazole NC1=CC2=C(N=C(N2)O)C=C1N